CC=1C=CC=2C(C3=CC=C(C=C3OC2C1)C)NC(=O)C=1C(NC(=C(C1)C1=CC=CC=C1)C(F)(F)F)=O N-(3,6-dimethyl-9H-xanthen-9-yl)-2-oxo-5-phenyl-6-(trifluoromethyl)-1,2-dihydropyridine-3-carboxamide